FC1=C(C=CC=C1)N1N=CC(=C1)[C@@H](CC)N1N=C(C=2C1=NC=NC2N)C=2C=NC(=NC2)C(F)(F)F 1-{(1R)-1-[1-(2-fluorophenyl)-1H-pyrazol-4-yl]propyl}-3-[2-(trifluoromethyl)pyrimidin-5-yl]-1H-pyrazolo[3,4-d]pyrimidin-4-amine